6-fluoro-N-({(3R,4S)-2-[5-fluoro-2-(2H-1,2,3-triazol-2-yl)benzoyl]-4-methyl-2-azabicyclo[3.1.1]hept-3-yl}methyl)-1,3-benzothiazol-2-amine FC1=CC2=C(N=C(S2)NC[C@@H]2N(C3CC([C@@H]2C)C3)C(C3=C(C=CC(=C3)F)N3N=CC=N3)=O)C=C1